3-(3-hydroxy-4,5-dimethoxyphenyl)propionic acid OC=1C=C(C=C(C1OC)OC)CCC(=O)O